(2R,5S)-5-(4-Chlorobenzyl)-4-(4-(4-methyl-1H-pyrazol-1-yl)cyclohexyl)morpholin ClC1=CC=C(C[C@H]2COCCN2C2CCC(CC2)N2N=CC(=C2)C)C=C1